C1(CC1)C(CCCCCN1CCNCC1)OC1=C(C=C(C=C1)C(C)(C)O)C=1C2=C(C(N(C1)C)=O)N(C=C2)S(=O)(=O)C2=CC=C(C=C2)C 4-[2-(1-cyclopropyl-6-piperazin-1-yl-hexoxy)-5-(1-hydroxy-1-methyl-ethyl)phenyl]-6-methyl-1-(p-tolylsulfonyl)pyrrolo[2,3-c]pyridin-7-one